2-(2H-1,3-benzodioxol-5-yl)-4(s)-(4-fluorophenyl)-1H-imidazol O1COC2=C1C=CC(=C2)C=2NC=C(N2)C2=CC=C(C=C2)F